[6-[3-(1-hydroxycyclopropyl)-1,2,4-triazol-1-yl]-2-azaspiro[3.3]heptan-2-yl]-[3-[[2-methoxy-4-(trifluoromethyl)phenyl]methylamino]azetidin-1-yl]methanone OC1(CC1)C1=NN(C=N1)C1CC2(CN(C2)C(=O)N2CC(C2)NCC2=C(C=C(C=C2)C(F)(F)F)OC)C1